[Rh].[N+](=[N-])=C1C(C=CC2=CC=CC=C12)=O 1-diazo-2-naphthalenone rhodium